FC=1C=C(CC=2C=NN(C2)C(=O)N[C@@H]2C(N(C3=C(OC2)C=CC(=C3)OCC3(COC3)CO)C)=O)C=CC1 (S)-4-(3-fluorobenzyl)-N-(7-((3-(hydroxymethyl)oxetan-3-yl)methoxy)-5-methyl-4-oxo-2,3,4,5-tetrahydrobenzo[b][1,4]oxazepin-3-yl)-1H-pyrazole-1-carboxamide